N1N=C(C=C1)C=1C=C(C=CC1)C=1C=NN2C1N=C(C(=C2)C=2C=NN(C2)C)O[C@@H]2COCC2 (S)-3-(3-(1H-Pyrazol-3-yl)phenyl)-6-(1-methyl-1H-pyrazol-4-yl)-5-((tetrahydrofuran-3-yl)oxy)pyrazolo[1,5-a]pyrimidine